N-[(1R)-1-[3-amino-5-(trifluoromethyl)phenyl]ethyl]-5-(1-methylpyrazol-4-yl)-4-oxo-1H-pyrrolo[2,3-d]pyridazine-7-carboxamide NC=1C=C(C=C(C1)C(F)(F)F)[C@@H](C)NC(=O)C1=NN(C(C2=C1NC=C2)=O)C=2C=NN(C2)C